2-(3-Bromopropyl)oxirane BrCCCC1OC1